OC1=CC=C(C=C1)C1=CC=C(C=C1)C(=O)O 4'-Hydroxy-[1,1'-biphenyl]-4-carboxylic acid